(2R)-2-hydroxy-2-phenyl-1-(5-(pyridin-2-ylsulfonyl)-3,4,5,6-tetrahydropyrrolo[3,4-c]pyrrol-2(1H)-yl)ethan-1-one O[C@@H](C(=O)N1CC=2CN(CC2C1)S(=O)(=O)C1=NC=CC=C1)C1=CC=CC=C1